(S)-7-bromo-6-fluoro-4-(cyclopropylethynyl)-4-(trifluoromethyl)-3,4-dihydroquinazolin-2(1H)-one BrC1=C(C=C2[C@](NC(NC2=C1)=O)(C(F)(F)F)C#CC1CC1)F